NC1=NC(=NC(=C1C(=O)O)N)C1=NN(C2=C(C=CC=C12)F)CC1=C(C=CC=C1)F 4,6-diamino-2-(7-fluoro-1-(2-fluorobenzyl)-1H-indazol-3-yl)pyrimidine-5-carboxylic acid